ClC=1C=NC=C(C1C1=C(C(=NC(=N1)SC)C1=CC(=C(C=C1)OC)OC)C(=O)N)Cl (3,5-dichloropyridin-4-yl)-4-(3,4-dimethoxyphenyl)-2-(methylthio)pyrimidine-5-carboxamide